ClC=1C=CC=C2C(C=C(OC12)C1=C(OCCN2CCOCC2)C=C(C=C1)C(F)(F)F)=O 4-[2-[2-(8-Chloro-4-oxochromen-2-yl)-5-(trifluoromethyl)phenoxy]ethyl]morpholin